FC=1C=C2C(N=C3N(C2=CC1)C(NN3)=S)=O 7-fluoro-5-oxo-1-thioxo-1,2-dihydro-[1,2,4]triazolo[4,3-a]quinazolin